C1=NC=CC2=CC(=CC=C12)NC(NC1=NC(=CC(=N1)NCCCNS(=O)(=O)C)C)=O N-(3-((2-(3-(isoquinolin-6-yl)ureido)-6-methylpyrimidin-4-yl)amino)propyl)methanesulfonamide